CC1=C(C(=C(C1([Hf](C1(C=CC2=CC=3CCCC3C=C12)CCCCCC)(C)C)C)C)C)C Pentamethylcyclopentadienyl-dimethyl-(1-n-hexyl-1,5,6,7-tetrahydro-s-indacenyl)hafnium